2,5-decadienoic acid C(C=CCC=CCCCC)(=O)O